CC1=CC=C(C=C1)S(=O)(=O)O.N[C@@H](C(=O)OCC)CCC ethyl (2R)-2-aminopentanoate p-toluenesulfonic acid salt